[Na+].N[C@@H](C(C)C)C(=O)[O-] valine sodium salt